NC=1C(N(C2=C3C(=C(C=C2C1C1=C2C=NNC2=C(C=C1)F)Br)C=CC=C3)C)=O 3-amino-6-bromo-4-(7-fluoro-1H-indazol-4-yl)-1-methylbenzo[h]quinolin-2-one